(S,S,S)-(+)-(3,5-dioxa-4-phosphacyclohepta[2,1-a:3,4-a']dinaphthalen-4-yl)bis(1-phenylethyl)amine C[C@@H](C1=CC=CC=C1)N([C@@H](C)C2=CC=CC=C2)P3OC4=C(C5=CC=CC=C5C=C4)C6=C(O3)C=CC7=CC=CC=C76